3-benzyl-6-(2-(benzyloxycarbonyl)ethyl)-2,5-diketopiperazine C(C1=CC=CC=C1)C1C(NC(C(N1)=O)CCC(=O)OCC1=CC=CC=C1)=O